CN(C1CC(N(C1)C=1C=CC(=NC1)N1C=NC(=C1)NC=1N=CC(=NC1)C#N)C)C 5-((1-(5-(4-(Dimethylamino)-2-methylpyrrolidin-1-yl)pyridin-2-yl)-1H-imidazol-4-yl)amino)pyrazine-2-carbonitrile